4-(spiro[3,4-epoxycyclohexane-1,5'-[1,3]dioxan]-2'-yl)-1,2-epoxycyclohexane O1C(OCC2(C1)CC1C(CC2)O1)C1CC2C(CC1)O2